C(CCCCCCC)[P+](CC(CCCC)CC)(CC(CCCC)CC)CC(CCCC)CC (n-octyl)tri(2-ethylhexyl)phosphonium